2-((2S,3R)-3-((tert-butoxycarbonyl)amino)-2-hydroxy-4-phenylbutanamido)-2-(2-chloro-3-(trifluoromethyl)phenyl)acetic acid C(C)(C)(C)OC(=O)N[C@@H]([C@@H](C(=O)NC(C(=O)O)C1=C(C(=CC=C1)C(F)(F)F)Cl)O)CC1=CC=CC=C1